Cl.FC(C1=CC=CC(=N1)NC(=O)C1=CC2=CN(N=C2C=C1OC(C)C)C1CCNCC1)F N-[6-(difluoromethyl)-2-pyridyl]-6-isopropoxy-2-(4-piperidyl)indazole-5-carboxamide HCl salt